C(N)(O[C@H](CC(C)(C)C)C1=C(C(=CC(=C1)F)Br)C)=O (R)-(tert-butyl 1-(3-bromo-5-fluoro-2-methylphenyl) ethyl) carbamate